FC1C(C(C(C(=C1F)F)(F)F)(F)F)(F)F Nonafluorocyclohexene